ClC=1C=C(C2=C(C=C(O2)CNC(=O)C2=CN=C3N2N=CC=C3)C1)C(=O)OCC(F)(F)F 2,2,2-Trifluoroethyl 5-chloro-2-((imidazo[1,2-b]pyridazine-3-carboxamido)methyl)benzofuran-7-carboxylate